NC1=C(SC=2N=C(N=C(C21)C)C)C(=O)NC2CC=1C=CC(=NC1CC2)N2CC(C(C2)OCCOC)N 5-amino-N-{2-[3-amino-4-(2-methoxyethoxy)pyrrolidin-1-yl]-5,6,7,8-tetrahydroquinolin-6-yl}-2,4-dimethylthieno[2,3-d]pyrimidine-6-carboxamide